BrC=1C(=C(C=CC1)NC(=O)C1=NN2C([C@@H](CCC2)NCCO)=C1)Cl (4R)-N-(3-bromo-2-chloro-phenyl)-4-(2-hydroxyethylamino)-4,5,6,7-tetrahydropyrazolo[1,5-a]pyridine-2-carboxamide